BrC1=C(C=C2C(=NC(=NC2=C1OC(C)(C)C)OC(C)(C)C)N1[C@H](CN(CC1)C(=O)OCC1=CC=CC=C1)C)Cl (S)-benzyl 4-(7-bromo-2,8-di-tert-butoxy-6-chloroquinazolin-4-yl)-3-methylpiperazine-1-carboxylate